C(C)(C)N1N=NC2=C1C=CC(=C2)C=2SC(=CN2)C2=CC=C(C=C2)OC 2-(1-isopropyl-1H-benzo[d][1,2,3]triazol-5-yl)-5-(4-methoxy-phenyl)thiazole